ethyl (R)-6-chloro-3-((1-(9-methyl-5-morpholino-2-(trifluoromethyl)imidazo[1,2-c]quinazolin-7-yl)ethyl)amino)picolinate ClC1=CC=C(C(=N1)C(=O)OCC)N[C@H](C)C1=CC(=CC=2C=3N(C(=NC12)N1CCOCC1)C=C(N3)C(F)(F)F)C